2-(2-ethoxyethoxy)ethyl alcohol C(C)OCCOCCO